ON=CN N'-hydroxy-formamidine